(S)-N-(7-chloro-6-(1-((3S,4S)-4-fluoro-3-methyltetrahydrofuran-3-yl)piperidin-4-yl)isoquinolin-3-yl)spiro[2.2]pentane-1-carboxamide ClC1=C(C=C2C=C(N=CC2=C1)NC(=O)[C@H]1CC12CC2)C2CCN(CC2)[C@]2(COC[C@H]2F)C